7-chloro-5-methyl-4-oxo-1-(1,3-thiazol-2-yl)-1,4-dihydro-1,8-naphthyridine ClC1=CC(=C2C(C=CN(C2=N1)C=1SC=CN1)=O)C